CN(C(OC(C)(C)C)=O)CC1=NC(=CC(=C1)B1OC(C(O1)(C)C)(C)C)N1[C@@H](CCC1)C tert-butyl (R)-methyl((6-(2-methylpyrrolidin-1-yl)-4-(4,4,5,5-tetramethyl-1,3,2-dioxaborolan-2-yl)pyridin-2-yl)methyl)carbamate